rac-1-(7-fluoro-4-methoxy-2-methyl-1H-indol-1-yl)propan-1-amine FC=1C=CC(=C2C=C(N(C12)[C@H](CC)N)C)OC |r|